COC(OC)[SiH2]C(C)C1=CC=C(C=C1)C(C)[SiH2]C(OC)OC 1,4-bis[1-(dimethoxymethylsilyl)ethyl]benzene